5-((7-Cyclobutoxy-4-oxo-3,4-dihydrophthalazin-1-yl)methyl)-2,3-dihydrobenzofuran-7-carboxylic acid C1(CCC1)OC1=CC=C2C(NN=C(C2=C1)CC=1C=C(C2=C(CCO2)C1)C(=O)O)=O